[Cl-].ClC=[N+](C)C (chloromethylene)-N,N-dimethyl-ammonium chloride